Ethyl-4-(4-fluoro-5-(3-((4-fluoro-6-methoxyisoindolin-5-yl) oxy) propoxy)-6-methoxyisoindolin-2-yl)-4-oxobutanoate hydrochloride Cl.C(C)OC(CCC(=O)N1CC2=CC(=C(C(=C2C1)F)OCCCOC=1C(=C2CNCC2=CC1OC)F)OC)=O